FC1=C(C(=O)N)C(=CC(=C1)C=1N=NC(=CC1)NC1C[C@@H]2[C@@H](CN(C2)C([2H])([2H])C2CCOCC2)C1)F 2,6-difluoro-4-(6-(((3aR,5s,6aS)-2-((tetrahydro-2H-pyran-4-yl)methyl-d2)octahydrocyclopenta[c]pyrrol-5-yl)amino)pyridazin-3-yl)benzamide